C(C)OC1=C(CBr)C=C(C=C1)OCC 2,5-diethoxybenzyl bromide